((2R,3R,4R,5S)-3,4,5-tris(benzyloxy)-1-(4-bromo-2,6-difluorophenethyl)piperidin-2-yl)methanol C(C1=CC=CC=C1)O[C@@H]1[C@H](N(C[C@@H]([C@H]1OCC1=CC=CC=C1)OCC1=CC=CC=C1)CCC1=C(C=C(C=C1F)Br)F)CO